(3,4-epoxycyclohexyl)butyltripropoxysilane C1(CC2C(CC1)O2)CCCC[Si](OCCC)(OCCC)OCCC